3-((5-ethyl-1-((1r,4r)-4-methoxycyclohexyl)-4-nitro-1H-pyrazol-3-yl)oxy)propan-1-ol C(C)C1=C(C(=NN1C1CCC(CC1)OC)OCCCO)[N+](=O)[O-]